C(C)(C)(C)OC(=O)N1C[C@@H]2COC3=C(C(N2CC1)=O)C(=NC(=C3Cl)Cl)OC3=C(C=CC=C3)C(C)C (R)-3,4-dichloro-1-(2-isopropylphenoxy)-12-oxo-6a,7,9,10-tetrahydro-12H-pyrazino[2,1-c]Pyrido[3,4-f][1,4]Oxazepine-8(6H)-carboxylic acid tert-butyl ester